7-[2-[4-(cyclopropanecarbonyl)piperazine-1-carbonyl]morpholino]-4-(trifluoromethyl)-2,5,6,7-tetrahydro-3H-cyclopenta[c]pyridazin-3-one C1(CC1)C(=O)N1CCN(CC1)C(=O)C1OCCN(C1)C1CCC=2C1=NNC(C2C(F)(F)F)=O